C(CCCCCCCCCCCCCCCCCCCCC)(=O)O[C@@H](COC(CCCCCCCCCCCCCCCCCCCCC)=O)[C@H](OC(CCCCCCCCCCCCCCCCCCCCC)=O)COC(CCCCCCCCCCCCCCCCCCCCC)=O erythritol tetrabehenate